2-(1,5-Dimethylpyrrolidin-2-yl)-N-(2-methyl-1-((3-methylpyridin-2-yl)oxy)propan-2-yl)acetamide CN1C(CCC1C)CC(=O)NC(COC1=NC=CC=C1C)(C)C